tert-butyl 4-(3,5-bis(chloro(hydroxyimino)methyl)benzoyl)piperazine-1-carboxylate ClC(C=1C=C(C(=O)N2CCN(CC2)C(=O)OC(C)(C)C)C=C(C1)C(=NO)Cl)=NO